2-methyl-1-(4-(4-(4-(4,4,5,5-tetramethyl-1,3,2-dioxaborolan-2-yl)phenyl)piperazin-1-yl)phenyl)propan-1-ol CC(C(O)C1=CC=C(C=C1)N1CCN(CC1)C1=CC=C(C=C1)B1OC(C(O1)(C)C)(C)C)C